BrC=1N=C2C(=C(C(N(C2=CC1)C)=O)C#N)N1CCN(CC1)CC1=C(C(=CC(=C1)Cl)Cl)O 6-bromo-4-{4-[(3,5-dichloro-2-hydroxyphenyl)methyl]piperazin-1-yl}-1-methyl-2-oxo-1,2-dihydro-1,5-naphthyridine-3-carbonitrile